5-chloro-9,12-diazatetracyclo(10.2.1.02,10.03,8)pentadeca-2(10),3,5,7-tetraene-11-carboxylic acid ethyl ester C(C)OC(=O)C1C=2NC3=CC=C(C=C3C2C2CCN1C2)Cl